NC=1C=2N(C=CN1)C(=NC2Br)[C@H]2C[C@](CC2)(C(=O)O)C(C)C (1S,3R)-3-(8-amino-1-bromoimidazo[1,5-a]pyrazin-3-yl)-1-isopropylcyclopentanecarboxylic acid